FC1=C(C=CC(=C1)N1CCNCC1)NC=1N=CC2=C(N1)N1C(C(=C2)C2=NC=CC=C2)=NCC1 N-(2-fluoro-4-(piperazin-1-yl)phenyl)-6-(pyridin-2-yl)-8,9-dihydroimidazo[1',2':1,6]pyrido[2,3-d]pyrimidin-2-amine